O=C1C2=C(N=CN1)NN=C2 4-oxo-4,5-dihydro-1H-pyrazolo[3,4-d]pyrimidin